(S)-2-(2-chloro-3-((3,4-dimethyl-2-oxo-7-((2,4,6-trifluorobenzyl)carbamoyl)-3,4-dihydroquinazolin-1(2H)-yl)methyl)-4-fluorophenoxy)acetic acid ethyl ester C(C)OC(COC1=C(C(=C(C=C1)F)CN1C(N([C@H](C2=CC=C(C=C12)C(NCC1=C(C=C(C=C1F)F)F)=O)C)C)=O)Cl)=O